CS(=O)(=O)N1N=CC(=C1)C1=CC=C(C=O)C=C1 4-[1-(methylsulfonyl)-1H-pyrazol-4-yl]benzaldehyde